ClC1=CC(=C(C=N1)C(CC)=O)NC1=C(C(=CC=C1)C1=NN(C=N1)C)OC 1-(6-chloro-4-[[2-methoxy-3-(1-methyl-1,2,4-triazol-3-yl)phenyl]amino]pyridin-3-yl)propan-1-one